[O].C(C)(=O)C=1C(=C(C(=C2NC(=C(C(C(N(C(C)=O)C(C)=O)(C(C)=O)C(C)=O)(C(C)=O)C(C)=O)C12)C(C)=O)C(C)=O)C(C)=O)O deca-acetyl-5-hydroxytryptamine oxygen